C1(CCCCC1)NC(=S)NCC(C)C 1-cyclohexyl-3-(iso-butyl)thiourea